Methyl 3,5-dichloro-6-(2,2,4,4-tetrafluoro-4H-benzo[d][1,3]dioxin-6-yl)picolinate ClC=1C(=NC(=C(C1)Cl)C1=CC2=C(OC(OC2(F)F)(F)F)C=C1)C(=O)OC